(5-(methoxymethyl)-1,4,5,6,7,8-hexahydropyrazolo[4,3-c]azepin-3-yl)(4-(2-(trifluoromethyl)phenyl)piperidin-1-yl)methanone COCN1CC2=C(CCC1)NN=C2C(=O)N2CCC(CC2)C2=C(C=CC=C2)C(F)(F)F